3-((3-(((t-Butoxycarbonyl)methylamino)methyl)-4-chlorobenzyl)amino)-4-methyl-1H-pyrrole-2-carboxylic acid ethyl ester C(C)OC(=O)C=1NC=C(C1NCC1=CC(=C(C=C1)Cl)CNCC(=O)OC(C)(C)C)C